ClC1=C(C=O)C(=CN=C1)OCC=1C(=NC=CC1)C1=CC=NN1CCC(F)(F)F 3-chloro-5-((2-(1-(3,3,3-trifluoropropyl)-1H-pyrazol-5-yl)pyridin-3-yl)methoxy)isonicotinaldehyde